C(C1=CC=CC=C1)NC(=O)NC1=CC(=C(C=C1)C1=CN=C(S1)[C@@H]1CC[C@H](CC1)NC(OC(C)C)=O)S(NC(CO)(C)C)(=O)=O trans-isopropyl N-[4-[5-[4-(benzylcarbamoylamino)-2-[(2-hydroxy-1,1-dimethyl-ethyl)sulfamoyl]phenyl]thiazol-2-yl]cyclohexyl]carbamate